O=C(COC1=CC=C(C#N)C=C1)C 4-(2-oxopropoxy)benzonitrile